5-chloro-2-methoxy-N-(4-sulfamoylphenethyl)benzamide ClC=1C=CC(=C(C(=O)NCCC2=CC=C(C=C2)S(N)(=O)=O)C1)OC